ClC1=C(C=C(C=C1)S(=O)(=O)NC=1C=NC=C(C1)C)C(F)(F)F 3-((4-chloro-3-(trifluoromethyl)phenyl)sulfonamido)-5-methylpyridin